4-ethyl-2-methyl-1-hexanol C(C)C(CC(CO)C)CC